O=C(CC[C@H]1NC(OC1)=O)N1CC2(CN(C2)S(=O)(=O)C2=CC=C(C=C2)OC(F)(F)F)C1 (4R)-4-[3-Oxo-3-[2-[4-(trifluoromethoxy)phenyl]sulfonyl-2,6-diazaspiro[3.3]heptan-6-yl]propyl]oxazolidin-2-one